ClC1=NC=C2NC(N(C2=N1)CC1=CC=C(C=C1)N1N=C(C=C1OC)C(F)F)=N 2-chloro-9-[[4-[3-(difluoromethyl)-5-methoxy-pyrazol-1-yl]phenyl]methyl]-7H-purin-8-imine